4-bromo-6-fluoro-1-(triisopropylsilyl)-1H-indole-5-carbaldehyde BrC1=C2C=CN(C2=CC(=C1C=O)F)[Si](C(C)C)(C(C)C)C(C)C